C(C)(C)[C@]1(C([C@@H](CC1)N1C[C@H]([C@@H](CC1)C=1C=C(C(=O)O)C=CC1)C)=O)CN1COC2=C(C1)C=C(C=C2)C(F)(F)F 3-[(3s,4r)-1-((1r,3s)-3-isopropyl-2-oxo-3-{[6-(trifluoromethyl)-2H-1,3-benzoxazin-3(4H)-yl]methyl}cyclopentyl)-3-methylpiperidin-4-yl]benzoic acid